COC=1C=C(C[C@@H]2[C@@H]([C@H](OC2)C2=CC(=C(C=C2)OC)OC)COC(C=CC2=CC=CC=C2)=O)C=CC1OC cinnamic acid ((2S,3R,4R)-4-(3,4-dimethoxybenzyl)-2-(3,4-dimethoxyphenyl)-tetrahydrofuran-3-yl)methyl ester